N-propylpyrazolo[1,5-a]pyridine-7-carboxamide C(CC)NC(=O)C1=CC=CC=2N1N=CC2